CC1=CC(=CS1)C1=NN2C=NC=3C=CC=CC3C2=N1 2-(5-methylthiophen-3-yl)[1,2,4]triazolo[1,5-c]quinazolin